4-(cyclobutylmethyl)-6,6a,7,8,9,10-hexahydro-5H-pyrazino[1,2-a][1,8]naphthyridine C1(CCC1)CC=1C=2CCC3N(C2N=CC1)CCNC3